CC([O-])C.CC([O-])C.C(C)CC(CC(=O)[O-])=O.C(C)CC(CC(=O)[O-])=O.[Ti+4] titanium(IV) bis(ethylacetoacetate) diisopropoxide